NC1=CC(=NC=C1)C(=O)NC1=CC(=CC=C1)[C@H](C)SC1=NN=CN1C (S)-4-amino-N-(3-(1-((4-methyl-4H-1,2,4-triazol-3-yl)thio)ethyl)phenyl)picolinamide